FC=1C(=NC=C(C1)F)NC(C=1NC(=C(N1)C)S(=O)(=N)C)C1=CC(=CC=C1)OC 3,5-difluoro-N-[(3-methoxyphenyl)-[4-methyl-5-(methylsulfonimidoyl)-1H-imidazol-2-yl]methyl]pyridin-2-amine